ClC=1C=C(C=C2CCN=C(C12)C)F 8-chloro-6-fluoro-1-methyl-3,4-dihydroisoquinoline